Benzyl 5,5-difluoro-9-(3-methoxycarbonyl-2-nitro-phenyl)-3,9-diazaspiro[5.5]undecane-3-carboxylate FC1(CN(CCC12CCN(CC2)C2=C(C(=CC=C2)C(=O)OC)[N+](=O)[O-])C(=O)OCC2=CC=CC=C2)F